2-iodo-5-(trifluoromethyl)-[1,2,4]triazolo[1,5-a]pyridine IC1=NN2C(C=CC=C2C(F)(F)F)=N1